[N+](=O)([O-])C(C1=CC=CC=C1)=C(C#N)C#N Nitrobenzalmalononitril